tert-Butyl (3R,4S)-4-(4-bromo-5-methyl-triazol-1-yl)-3-fluoro-piperidine-1-carboxylate BrC=1N=NN(C1C)[C@@H]1[C@@H](CN(CC1)C(=O)OC(C)(C)C)F